NC=1NC=CC(N1)=O 2-aminopyrimidin-4(1H)-one